C(C)(C)(C)OC(=O)N[C@@H]1[C@@H](C=C(C1)C(=O)OC)O methyl (3R,4S)-4-((tert-butoxycarbonyl)amino)-3-hydroxycyclopent-1-ene-1-carboxylate